FC=1C(=CC2=C(N=C(O2)C2CCN(CC2)C2=C(C(N(C3=CC(=CC=C23)OC)C)=O)C#N)C1)F 4-[4-(5,6-difluoro-1,3-benzoxazol-2-yl)piperidin-1-yl]-7-methoxy-1-methyl-2-oxo-1,2-dihydroquinoline-3-carbonitrile